C(C=C)(=O)O.CC1=C(O)C(=CC(=C1)O)C 2,6-dimethylhydroquinone acrylate